C(C)(C)OC[C@H]1COC[C@H](O1)COC1=CC=C(C=C1)C=1C=C(C(NC1C(F)(F)F)=O)C(=O)N 5-(4-(((2S,6R)-6-(isopropoxymethyl)-1,4-dioxan-2-yl)methoxy)phenyl)-2-oxo-6-(trifluoromethyl)-1,2-dihydropyridine-3-carboxamide